(Z)-7-Tetradecen-2-on CC(CCCC\C=C/CCCCCC)=O